7-(1-propenylpiperidin-4-yl)-2-(4-(4-fluorophenoxy)phenyl)-1H-imidazo[1,2-b]Pyrazole-3-carboxamide C(=CC)N1CCC(CC1)C1=C2N(N=C1)C(=C(N2)C2=CC=C(C=C2)OC2=CC=C(C=C2)F)C(=O)N